COC(C1=CC(=CC=C1)C(C)(C)NC1=C(C=C(C=C1)Cl)[N+](=O)[O-])=O 3-(2-((4-chloro-2-nitrophenyl)amino)propan-2-yl)benzoic acid methyl ester